N-(4-FLUORO-2-METHOXYBENZYL)-3-ISOPROPYL-6-(PIPERIDIN-3-YLTHIO)IMIDAZO[1,2-B]PYRIDAZIN-8-AMINE HYDROCHLORIDE Cl.FC1=CC(=C(CNC=2C=3N(N=C(C2)SC2CNCCC2)C(=CN3)C(C)C)C=C1)OC